C1OCC12CCC(CC2)NC2=NN1C(C(=N2)OC)=C(C=C1)C=1C=CC=2N(C1)C(=CN2)C(=O)NC 6-(2-((2-Oxaspiro[3.5]nonan-7-yl)amino)-4-methoxypyrrolo[2,1-f][1,2,4]triazin-5-yl)-N-methylimidazo[1,2-a]pyridine-3-carboxamide